[N+](=O)([O-])C=1C(=C2C(=NC1)N(C=C2)S(=O)(=O)C2=CC=C(C)C=C2)NN2C1CC(CC2CC1)=CC#N 2-(8-((5-nitro-1-p-toluenesulfonyl-1H-pyrrolo[2,3-b]pyridin-4-yl)amino)8-azabicyclo[3.2.1]octan-3-ylidene)acetonitrile